N-((1H-indazol-7-yl)methyl)-4-(5-methyl-2-((1-methyl-1H-pyrazol-5-yl)amino)pyrimidin-4-yl)oxazole-2-carboxamide N1N=CC2=CC=CC(=C12)CNC(=O)C=1OC=C(N1)C1=NC(=NC=C1C)NC1=CC=NN1C